NC(C)(C)N 2,2-diaminopropane